1,5,7-trimethyl-4-oxo-N-(3-phenylbicyclo[1.1.1]pent-1-yl)-4,5-dihydro-1H-pyrrolo[3,2-c]pyridine-3-carboxamide CN1C=C(C=2C(N(C=C(C21)C)C)=O)C(=O)NC21CC(C2)(C1)C1=CC=CC=C1